F[C@H]1CN(CC[C@H]1NC=1C=2N(C=CC1)C(=C(N2)C#CCNC2=C(C=C(C=C2)S(=O)(=O)C)OC)\C=C\C(F)(F)F)C N-((3S,4R)-3-fluoro-1-methylpiperidin-4-yl)-2-(3-((2-methoxy-4-(methylsulfonyl)phenyl)amino)prop-1-yn-1-yl)-3-((E)-3,3,3-trifluoroprop-1-en-1-yl)imidazo[1,2-a]pyridin-8-amine